C(#N)C1=CC=C(C2=CC=CC=C12)C=1C=NC=CC1SC(C(=O)O)(C)C 2-((3-(4-cyanonaphthalene-1-yl)pyridine-4-yl)thio)-2-methylpropanoic acid